N-Benzylnaphtho[2,1-d]oxazol-2-amine C(C1=CC=CC=C1)NC=1OC2=C(N1)C=CC1=CC=CC=C12